CC1=NNC(=C1C1=CC=C(C=C1)C1=C(C=C(C=C1)S(=O)(=O)N)C)C 4-[4-(3,5-dimethyl-1H-pyrazol-4-yl)phenyl]-3-methyl-benzenesulfonamide